C(CC1=CC(=C(C(=C1)C(C)(C)C)O)C(C)(C)C)C1=CC(=C(C(=C1)C(C)(C)C)O)C(C)(C)C 4,4'-ethylene-bis-(2,6-di-tert-butylphenol)